cyclobutanone O-(4-(trifluoromethyl)benzoyl) oxime FC(C1=CC=C(C(=O)ON=C2CCC2)C=C1)(F)F